COC(=O)[C@H]1N(CCCC1)CC1=CC=2N(C=N1)C=C(C2)Br.NCCCC[C@@H](C(CSC)=O)NC(=O)C2CCCC2 (S)-N-(7-amino-1-(methylthio)-2-oxohept-3-yl)cyclopentanecarboxamide methyl-(2S)-1-[(6-bromopyrrolo[1,2-c]pyrimidin-3-yl)methyl]piperidine-2-carboxylate